3-((Methylsulfonyl)methyl)-1H-indole CS(=O)(=O)CC1=CNC2=CC=CC=C12